4-fluoro-N-((1S,2R)-2-(6-fluoro-2,3-dimethylphenyl)-1-(5-oxo-4,5-dihydro-1,3,4-oxadiazol-2-yl)propyl)-3-(methylsulfonyl)benzenesulfonamide FC1=C(C=C(C=C1)S(=O)(=O)N[C@@H]([C@H](C)C1=C(C(=CC=C1F)C)C)C=1OC(NN1)=O)S(=O)(=O)C